N-((1-((2-(3,5-dichlorophenyl)-6-((6-(4-(2-sulfamoylethyl)piperazin-1-yl)pyridin-3-yl)oxy)pyridin-4-yl)methyl)piperidin-4-yl)methyl)acetamide ClC=1C=C(C=C(C1)Cl)C1=NC(=CC(=C1)CN1CCC(CC1)CNC(C)=O)OC=1C=NC(=CC1)N1CCN(CC1)CCS(N)(=O)=O